O=C1NC(CCC1N1C(C2=CC=CC(=C2C1=O)NCC=1C=NN(C1)C1CCN(CC1)C(=O)C1(CCC1)C#N)=O)=O 1-(4-(4-(((2-(2,6-dioxopiperidin-3-yl)-1,3-dioxoisoindolin-4-yl)amino)methyl)-1H-pyrazol-1-yl)piperidine-1-carbonyl)cyclobutane-1-carbonitrile